6'',6'''''-(((di-t-butylsilanediyl)bis(methylene))bis(oxy))bis(3,3'',5-tri-tert-butyl-5'-methyl-[1,1':3',1''-terphenyl]-2'-ol) C(C)(C)(C)[Si](COC1=CC=C(C=C1C=1C(=C(C=C(C1)C)C1=CC(=CC(=C1)C(C)(C)C)C(C)(C)C)O)C(C)(C)C)(COC1=CC=C(C=C1C=1C(=C(C=C(C1)C)C1=CC(=CC(=C1)C(C)(C)C)C(C)(C)C)O)C(C)(C)C)C(C)(C)C